ClC1=C(C=CC(=C1)OC(F)(F)F)N=C=S 2-chloro-1-isothiocyanato-4-(trifluoromethoxy)benzene